C(C=C)(=O)N1C[C@@H](N(CC1)C1=NC(N2C3=C(C(=C(C=C13)Cl)C1=C(C(=CC=C1)F)F)SCC2)=O)C 7-((S)-4-acryloyl-2-methylpiperazin-1-yl)-9-chloro-10-(2,3-difluorophenyl)-2,3-dihydro-5H-[1,4]thiazino[2,3,4-ij]quinazolin-5-one